N[C@@H]([C@@H](C(=O)NC(C(=O)O)CC1CCOCC1)O)CC1=CC=CC=C1 2-[[(2S,3R)-3-amino-2-hydroxy-4-phenyl-butanoyl]amino]-3-tetrahydropyran-4-yl-propanoic acid